4-chloro-3-(4-cyano-6-(trifluoromethyl)pyridin-3-yl)-N-(2-hydroxyphenyl)-N-methylbenzamide ClC1=C(C=C(C(=O)N(C)C2=C(C=CC=C2)O)C=C1)C=1C=NC(=CC1C#N)C(F)(F)F